CN1N=CC(=C1)C1C=NC=CC1=O 3-(1-methyl-1H-pyrazol-4-yl)-4-oxo-4H-pyridin